CC1=CC=C(C=C1)SC=1N([C@H]2[C@H](OC)[C@H](O)[C@@H](CO)O2)C=2N=CN=C(C2N1)N 8-(4-methyl-phenylthio)-2'-O-methyladenosine